OC1=CC=CC(=N1)C1=NC=CC=C1 6-hydroxy-2,2'-bipyridine